C1N(CC12NCCC2)C2=C(C=C(C=N2)C2=NNC1=CC=C(C=C21)O[C@H](C)C2=C(C=NC=C2Cl)Cl)F 3-[6-(2,5-diazaspiro[3.4]octan-2-yl)-5-fluoro-3-pyridyl]-5-[(1R)-1-(3,5-dichloro-4-pyridyl)ethoxy]-1H-indazole